O[C@H]1CC[C@@]2([C@H]3CC[C@@]4([C@H](CC[C@H]4[C@@H]3CC=C2C1)[C@@H](C(=O)NC1=CC=NC=C1)C)C)C (S)-2-((3S,8S,9S,10R,13S,14S,17R)-3-hydroxy-10,13-dimethyl-2,3,4,7,8,9,10,11,12,13,14,15,16,17-tetradecahydro-1H-cyclopenta[a]phenanthren-17-yl)-N-(pyridin-4-yl)propanamide